5-fluoro-1H-pyrrolo[3,2-b]pyridine-2-carboxylic acid FC1=CC=C2C(=N1)C=C(N2)C(=O)O